The molecule is a N-acyl-4-hydroxy-15-methylhexadecasphinganine in which the acyl group has 17 carbons and 0 double bonds. It derives from a 15-methylhexadecaphytosphingosine. CCCCCCCCCCCCCCCCC(=O)N[C@@H](CO)[C@@H]([C@@H](CCCCCCCCCCC(C)C)O)O